5-chloro-3-((4-chloro-phenylimino)methyl)-2-hydroxyphenyl 4-methylbenzoate CC1=CC=C(C(=O)OC2=C(C(=CC(=C2)Cl)C=NC2=CC=C(C=C2)Cl)O)C=C1